(3-hydroxy-3-(trifluoromethyl)azetidin-1-yl)methanone OC1(CN(C1)C=O)C(F)(F)F